2-hydroxy-2-propylphosphine oxide OC(C)(C)[PH2]=O